NC1=NC=C(C2=C1COC2)NC(C(=O)N(CC=2C=CC1=C(N=C(S1)C)C2)C(C)C2=NC=CC=C2F)=O N1-(4-amino-1,3-dihydrofuro[3,4-c]pyridin-7-yl)-N2-(1-(3-fluoropyridin-2-yl)ethyl)-N2-((2-methylbenzo[d]thiazol-5-yl)methyl)oxalamide